C(C)(C)(C)C1CCC=2N1C1=C(N2)C(=CC=C1)Br tert-butyl-5-bromo-2,3-dihydro-1H-benzo[d]pyrrolo[1,2-a]imidazole